C(C=C)N(C(OC(C)(C)C)=O)N1C(=C(C(C(=C1)C(NCC1=C(C=C(C=C1F)F)F)=O)=O)OCC1=CC=CC=C1)C(N[C@H](C=C)C)=O tert-butyl N-allyl-N-[3-benzyloxy-2-[[(1S)-1-methylallyl]carbamoyl]-4-oxo-5-[(2,4,6-trifluorophenyl)methylcarbamoyl]-1-pyridyl]carbamate